O1CC(C1)C[Si](OCCC)(OCCC)C1=CC=CC=C1 (oxetan-3-yl)methylphenyldi-n-propyloxysilane